N-(1-cyclobutyl-7-fluoro-5-(trifluoromethyl)-1H-benzo[d]imidazol-2-yl)-3-hydroxy-3-methylbutanamide C1(CCC1)N1C(=NC2=C1C(=CC(=C2)C(F)(F)F)F)NC(CC(C)(C)O)=O